C(CCCCC)C1=CC(=C(C=C1OC)CC(C)NC(OCC1=CC=CC=C1)=O)OC benzyl (1-(4-hexyl-2,5-dimethoxyphenyl)propan-2-yl)carbamate